CCCCCCCCCCCCCCCCCC/C=C\OC[C@H](COP(=O)(O)OC[C@@H](C(=O)O)N)OC(=O)CCC/C=C\C/C=C\C/C=C\C/C=C\CCCCC 1-(1Z-eicosenyl)-2-(5Z,8Z,11Z,14Z-eicosatetraenoyl)-glycero-3-phosphoserine